7-amino-6-(5-methylbenzo[b]thiophen-7-yl)pyrazolo[1,5-a]pyrimidine-3-carboxylic acid NC1=C(C=NC=2N1N=CC2C(=O)O)C2=CC(=CC1=C2SC=C1)C